FC=1C=C(C=CC1)N1N=CC=2C1=NC(=NC2NC(=O)C=2SC(=CC2)[N+](=O)[O-])C2=CC=C1CCC(NC1=C2)=O N-(1-(3-fluorophenyl)-6-(2-oxo-1,2,3,4-tetrahydroquinolin-7-yl)-1H-pyrazolo[3,4-d]pyrimidin-4-yl)-5-nitrothiophene-2-carboxamide